F[C@H]1[C@H](CN(CC1)C)NC1=NN2C(N=C(C=C2)C2=C(C=C(C=C2C)C)O)=N1 2-(2-(((3S,4r)-4-fluoro-1-methylpiperidin-3-yl)amino)-[1,2,4]triazolo[1,5-a]pyrimidin-5-yl)-3,5-dimethylphenol